C1(CC1)CN1N=CC(=C1)CC1=CC(=NN1C1=C(C(=O)OC)C=C(C=C1)F)C methyl 2-(5-((1-(cyclopropylmethyl)-1H-pyrazol-4-yl) methyl)-3-methyl-1H-pyrazol-1-yl)-5-fluorobenzoate